ClC=1C(=C(C=CC1)N=C=O)C 3-Chloro-2-methylphenylisocyanat